3-(5-bromopyrimidin-2-yl)tetrahydrothiophen-3-ol BrC=1C=NC(=NC1)C1(CSCC1)O